2-methyl-5-[(2S)-1-methylpyrrolidine-2-yl]pyridine CC1=NC=C(C=C1)[C@H]1N(CCC1)C